N-((1r,4r)-4-(2-(dimethylamino)-2-oxoethoxy)cyclohexyl)-5-(1H-imidazol-1-yl)-1H-pyrazolo[4,3-d]pyrimidine-7-carboxamide CN(C(COC1CCC(CC1)NC(=O)C=1C2=C(N=C(N1)N1C=NC=C1)C=NN2)=O)C